C(C1=CC=CC=C1)NCC=O N-BENZYLAMINOACETALDEHYDE